NCCCOCCCN(C)CC1CCC(CC1)N1N=C(C(=C1)NC(=O)C=1C=NN2C1N=C(C=C2)N2CCOCC2)C(F)F 3-N-[1-[4-[[3-(3-aminopropoxy)propyl-methyl-amino]methyl]cyclohexyl]-3-(difluoromethyl)pyrazol-4-yl]-5-morpholino-pyrazolo[1,5-a]pyrimidine-3-carboxamide